(R)-tert-butyl-((6-chloro-8-iodo-2,3-dihydro-[1,4]dioxino[2,3-e]benzofuran-3-yl)methoxy)dimethylsilane C(C)(C)(C)[Si](C)(C)OC[C@@H]1OC=2C=C(C3=C(C=C(O3)I)C2OC1)Cl